C(C)(C)(C)OC(=O)N1CC(CC1)CBr 3-(bromomethyl)pyrrolidine-1-carboxylic acid (R)-tert-butyl ester